1-(5-fluoro-2-methoxyphenyl)-2-isopropyl-1H-imidazole FC=1C=CC(=C(C1)N1C(=NC=C1)C(C)C)OC